C(N)(OC1=NC(=NC(=C1)C=NO)C(C)(C)C)=O Tert-butyl-(6-((hydroxyimino) methyl) pyrimidin-4-yl) carbamate